N1=NC=C(C=C1)N1CC(C1)CC(=O)O [1-(pyridazin-4-yl)azetidin-3-yl]acetic acid